C(CC)N1C=C(C2=CC(=CC=C12)C=1C=C2C=CC=NC2=CC1)CC(=O)O 2-(1-propyl-5-(quinolin-6-yl)-1H-indol-3-yl)acetic acid